3-(1-(1-methylcyclobutane-1-carbonyl)piperidin-4-yl)-1H-pyrazol CC1(CCC1)C(=O)N1CCC(CC1)C1=NNC=C1